5-Chloro-3-(4-chloro-3-trifluoromethyl-benzenesulfonylamino)-pyridine-2-carboxylic Acid N-methyl-N-(4-fluorophenyl)amide CN(C(=O)C1=NC=C(C=C1NS(=O)(=O)C1=CC(=C(C=C1)Cl)C(F)(F)F)Cl)C1=CC=C(C=C1)F